COC(\C(=C(/C(=O)O)\Cl)\Cl)=O 2,3-dichloro-maleic acid monomethyl ester